CC(C)(C)OC(=O)N1CCN(CC1)C1=CC=C(C(=O)O)C=C1 4-[4-[(2-methylpropan-2-yl)oxycarbonyl]piperazin-1-yl]benzoic acid